C(#N)C1(CC1)NS(=O)(=O)C1=CC=C2C3=C(NC2=C1)N=CN=C3C3=CCC(CC3)O N-(1-cyanocyclopropyl)-4-(4-hydroxycyclohex-1-en-1-yl)-9H-pyrimido[4,5-b]indole-7-sulfonamide